FC(C1=C(N=NC(=C1)NC1CC(C1)(C)O)C1=C(C=C(C=O)C=C1)OCOCC)F 4-(4-Difluoromethyl-6-(((cis)-3-hydroxy-3-methylcyclobutyl)amino)pyridazin-3-yl)-3-(ethoxymethoxy)benzaldehyde